CON=C(CCC=C)C1=CC=C(C=C1)OC 1-(4-methoxyphenyl)pent-4-ene-1-one O-methyloxime